(2Z)-2-[4-(4-chlorophenyl)-1,3-thiazol-2-yl]-3-pyridin-3-ylprop-2-enenitrile ClC1=CC=C(C=C1)C=1N=C(SC1)\C(\C#N)=C/C=1C=NC=CC1